3-[6-[7-[2-[3-[3-amino-6-(2-hydroxyphenyl)pyridazin-4-yl]-3,8-diazabicyclo[3.2.1]octan-8-yl]pyrimidin-5-yl]heptyl]pyrido[2,3-b]indol-9-yl]piperidine-2,6-dione NC=1N=NC(=CC1N1CC2CCC(C1)N2C2=NC=C(C=N2)CCCCCCCC=2C=C1C3=C(N(C1=CC2)C2C(NC(CC2)=O)=O)N=CC=C3)C3=C(C=CC=C3)O